CN1C=NC2=C(C1=O)C(=NC=C2C2=CC=C(C=C2)C(F)(F)F)N[C@@H]2CN(CC2)C(=O)OC(C)(C)C tert-butyl (S)-3-((3-methyl-4-oxo-8-(4-(trifluoromethyl)phenyl)-3,4-dihydropyrido[4,3-d]pyrimidin-5-yl)amino)pyrrolidine-1-carboxylate